C12NCC(C(C1)CN1C[C@H]3N(C=4C(=NN=C(C4)C4=C(C=CC=C4)O)NC3)CC1)C2 2-((6aS)-8-((2-azabicyclo[2.2.1]heptan-5-yl)methyl)-6,6a,7,8,9,10-hexahydro-5H-pyrazino[1',2':4,5]pyrazino[2,3-c]pyridazin-2-yl)phenol